C(=O)(O)C(CC1=CC=C(C=C1)OCCOCC)N1CCN(CCN(CCN(CC1)CC(=O)O)C(C(=O)O)CC)CC(=O)O 2-[7-{1-carboxy-2-[4-(2-ethoxyethoxy)phenyl]ethyl}-4,10-bis(carboxymethyl)-1,4,7,10-tetraazacyclododecan-1-yl]butanoic acid